CC1=NN=C(S1)NC1=CC2=C(N(C(=N2)C2=CC(=C(C(=C2)OC)OC)OC)CCC)C=C1N1CCOCC1 5-methyl-N-(6-morpholinyl-1-propyl-2-(3,4,5-trimethoxyphenyl)-5-benzimidazolyl)-1,3,4-thiadiazol-2-amine